(S)-6-((1-(3-chlorophenyl)ethyl)amino)-5-fluoro-3-isopropylpyrimidine-2,4(1h,3h)-dione ClC=1C=C(C=CC1)[C@H](C)NC1=C(C(N(C(N1)=O)C(C)C)=O)F